1-((2R,4R)-1-(6-(methoxymethyl)-5H-pyrrolo[2,3-b]pyrazin-2-yl)-2-methylpiperidin-4-yl)-1-methyl-3-(1-methyl-2-oxo-5-(trifluoromethyl)-1,2-dihydropyridin-3-yl)urea COCC1=CC=2C(=NC=C(N2)N2[C@@H](C[C@@H](CC2)N(C(=O)NC=2C(N(C=C(C2)C(F)(F)F)C)=O)C)C)N1